CC1=CC=C(C=C1)C1=C(N(C=2C1=NC=CC2)CC=C)C(=O)OCC ethyl 3-(4-methylphenyl)-1-(prop-2-en-1-yl)-1H-pyrrolo[3,2-b]pyridine-2-carboxylate